COC1=CC=C(C=C1)NC(CC(C1=CC=CC=C1)=O)=O N-(4-methoxyphenyl)-3-oxo-3-phenylpropionamide